7-Fluoro-1-methyl-2-(4-(methylsulfonyl)phenyl)-5-(1'-(tetrahydro-2H-pyran-4-yl)-[1,4'-bipiperidin]-4-yl)-1H-benzo[d]imidazol FC1=CC(=CC2=C1N(C(=N2)C2=CC=C(C=C2)S(=O)(=O)C)C)C2CCN(CC2)C2CCN(CC2)C2CCOCC2